C(C)O[C@H]([C@]1(CN(CC1)C(C)(C)C=1C=CC(=NC1)C)CCC=1SC(=CC1)F)F |o1:4| 5-(2-((R or S)-3-((S)-ethoxyfluoromethyl)-3-(2-(5-fluorothiophen-2-yl)ethyl)pyrrolidin-1-yl)propan-2-yl)-2-methylpyridine